CC=1C=CC=C2CCCN(C12)S(=O)(=O)C1=C(C(=CC=C1)C=1C=NN(C1)C)C 8-methyl-1-[2-methyl-3-(1-methylpyrazol-4-yl)phenyl]sulfonyl-3,4-dihydro-2H-quinoline